(S)-2-(4-(6-(4-Cyano-2-fluorobenzyloxy)pyridin-2-yl)-2-fluorobenzyl)-1-((tetrahydrofuran-2-yl)methyl)-1H-benzo[d]imidazol C(#N)C1=CC(=C(COC2=CC=CC(=N2)C2=CC(=C(CC3=NC4=C(N3C[C@H]3OCCC3)C=CC=C4)C=C2)F)C=C1)F